OC[C@H](C1=CC=CC=C1)NC1=CC(=NC=C1C1=NC(=NO1)C1=NC=CC=C1)NC1=CC=C2C(N(N(C2=C1)C(C)C)C)=O (S)-6-((4-((2-hydroxy-1-phenylethyl)amino)-5-(3-(pyridin-2-yl)-1,2,4-oxadiazol-5-yl)pyridin-2-yl)amino)-1-isopropyl-2-methyl-1,2-dihydro-3H-indazol-3-one